(3S,11aR)-N-[(2,4-Difluorophenyl)methyl]-6-hydroxy-3-[(1S)-1-methylpropyl]-5,7-dioxo-2,3,5,7,11,11a-hexahydro[1,3]oxazolo[3,2-a]pyrido[1,2-d]pyrazine-8-carboxamide FC1=C(C=CC(=C1)F)CNC(=O)C=1C(C(=C2N(C[C@@H]3N(C2=O)[C@H](CO3)[C@H](CC)C)C1)O)=O